ClC=1N=C(C2=CN=C(C(=C2C1C1CC1)F)C1=CC(=CC2=CC=C(C(=C12)C#C)F)OCOC)N1CC2CCC(C1)N2C(=O)OC(C)(C)C tert-butyl 3-[3-chloro-4-cyclopropyl-6-[8-ethynyl-7-fluoro-3-(methoxymethoxy)-1-naphthyl]-5-fluoro-2,7-naphthyridin-1-yl]-3,8-diazabicyclo[3.2.1]octane-8-carboxylate